4,4-dimethyl-3-thiosemicarbazide CN(C(NN)=S)C